ClC(CCCCCCCCCC(=O)O)C(CCCCCC)O 11-chloro-12-hydroxyoctadecanoic acid